C(C=C)N1S(C(C(C2=C1C=CC(=C2)Cl)=O)(C)C)(=O)=O 1-allyl-6-chloro-3,3-dimethyl-1H-benzo[c][1,2]thiazin-4(3H)-one 2,2-dioxide